NCC(C(=O)OC)CC1=CC2=C(C=CC=C2C=C1OC)OC Methyl 3-amino-2-((3,8-dimethoxynaphthalen-2-yl)methyl)propanoate